4-amino-3,5,6-trifluorophthalonitrile NC=1C(=C(C(C#N)=C(C1F)F)C#N)F